7-(5-{[(2R,4S)-2-Methylpiperidin-4-yl]oxy}[1,3]thiazolo[5,4-d][1,3]thiazol-2-yl)-4-(1H-pyrazol-4-yl)-1H-indazol C[C@H]1NCC[C@@H](C1)OC=1SC2=C(N1)SC(=N2)C=2C=CC(=C1C=NNC21)C=2C=NNC2